ClC(=CC1=CN=C(N1C)C(=O)OCC)C(F)(F)F ethyl 5-(2-chloro-3,3,3-trifluoroprop-1-ene-1-yl)-1-methyl-1H-imidazole-2-carboxylate